C(C)(CC)O[Al]OC(C)CC di(sec-butoxy)aluminum